bisphenol A sebacate C(CCCCCCCCC(=O)O)(=O)O.OC1=CC=C(C=C1)C(C)(C)C1=CC=C(C=C1)O